FC=1C=C(C=CC1OC1=CC=NC2=CC(=C(C=C12)OC)OCCN1CC(C1)C)NC(=O)C1=C2C(=CN(C1=O)C1=CC=C(C=C1)F)CCO2 N-[3-fluoro-4-({6-methoxy-7-[2-(3-methylazetidin-1-yl)ethoxy]quinolin-4-yl}oxy)phenyl]-5-(4-fluorophenyl)-6-oxo-2,3,5,6-tetrahydrofuro[3,2-c]pyridine-7-carboxamide